C1(CC1)C1=CC=C(C=N1)C1=NN2C(N=CC=C2)=C1C(=O)O 2-(6-Cyclopropylpyridin-3-yl)pyrazolo[1,5-a]pyrimidine-3-carboxylic acid